5-chloro-4-(4-chloro-1-methyl-1H-pyrazol-5-yl)-2-thiophenecarboxylic acid ClC1=C(C=C(S1)C(=O)O)C1=C(C=NN1C)Cl